1-(5-(4,4,5,5-tetramethyl-1,3,2-dioxaborolan-2-yl)indolin-1-yl)ethan-1-one CC1(OB(OC1(C)C)C=1C=C2CCN(C2=CC1)C(C)=O)C